tert-butyl 4-(7-chloroquinazolin-4-yl)piperidine-1-carboxylate ClC1=CC=C2C(=NC=NC2=C1)C1CCN(CC1)C(=O)OC(C)(C)C